3-(7-fluoro-1-methyl-6-(piperazin-1-yl)-1H-indazol-3-yl)piperidine-2,6-dione hydrochloride Cl.FC=1C(=CC=C2C(=NN(C12)C)C1C(NC(CC1)=O)=O)N1CCNCC1